(2S)-3-(3,4-dihydroxyphenyl)-2-hydrazinyl-2-methylpropanoic acid OC=1C=C(C=CC1O)C[C@](C(=O)O)(C)NN